C(CCCCCCCCCCCCCCCCC)OCCC=O 3-stearyloxypropanal